diallylbisphenol A C(C=C)C=1C(=C(O)C=CC1C(C)(C)C1=CC=C(C=C1)O)CC=C